O=C1CCC2(CCN(CC2)C(=O)OC(C)(C)C)CC1 tert-butyl (9-oxo-3-azaspiro[5.5]undecan-3-yl)formate